FC=1C=C(C=CC1F)C1=CC(=CC=C1)[C@H](CC(=O)O)NC(=O)NC=1C(N(C=C(C1O)C)C)=O (S)-3-(3',4'-difluorobiphenyl-3-yl)-3-(3-(4-hydroxy-1,5-dimethyl-2-oxo-1,2-dihydropyridin-3-yl)ureido)propanoic acid